C1(CC1)S(=O)(=O)C1(CC1)CN1C(C2=C(CC1)C(=NN2C)C2=NOC(=N2)CC2=CC=C(C#N)C=C2)=O 4-((3-(6-((1-(Cyclopropylsulfonyl)cyclopropyl)methyl)-1-methyl-7-oxo-4,5,6,7-tetrahydro-1H-pyrazolo[3,4-c]pyridin-3-yl)-1,2,4-oxadiazol-5-yl)methyl)benzonitrile